C(C)(C)(C)OC(=O)N[C@H](C(=O)N1C[C@@H](N(CC1)C(=O)OCC1=CC=CC=C1)C)C1CCCCC1 benzyl (S)-4-((S)-2-(((tert-butoxy)carbonyl)amino)-2-cyclohexylacetyl)-2-methylpiperazine-1-carboxylate